(S)-2-(4-(6-((6-((1-cyanocyclopropyl)carbamoyl)-4-methoxypyridin-3-yl)methoxy)pyridin-2-yl)-2,5-difluorobenzyl)-4-fluoro-1-(oxetan-2-ylmethyl)-1H-benzo[d]imidazole-6-carboxylic acid C(#N)C1(CC1)NC(=O)C1=CC(=C(C=N1)COC1=CC=CC(=N1)C1=CC(=C(CC2=NC3=C(N2C[C@H]2OCC2)C=C(C=C3F)C(=O)O)C=C1F)F)OC